(S)-2-allyl-5-((4-((2-hydroxy-1-phenylethyl)amino)-5-(5-(2-hydroxypropan-2-yl)-1,3,4-oxadiazol-2-yl)pyrimidin-2-yl)amino)-3,3-dimethylisoindolin-1-one C(C=C)N1C(C2=CC=C(C=C2C1(C)C)NC1=NC=C(C(=N1)N[C@H](CO)C1=CC=CC=C1)C=1OC(=NN1)C(C)(C)O)=O